FC(C1=NC(=CC(=C1)OC)CCCCCCCCC)F 2-(difluoromethyl)-4-methoxy-6-nonylpyridine